2-(2-methylallyl)pyridazin-3-one CC(CN1N=CC=CC1=O)=C